N'-(3-methyl-2-hydroxybenzylidene)-2-(3-cyano-5-methylphenoxy)butanoyl-hydrazine CC=1C(=C(C=NNC(C(CC)OC2=CC(=CC(=C2)C)C#N)=O)C=CC1)O